C(C)N1N=C2C(=CC(=CC2=C1N(C=1SC=C(N1)C1=CC=C(C=C1)F)CC)N1CCN(CC1)C(=O)OC(C)(C)C)F tert-butyl 4-(2-ethyl-3-(ethyl(4-(4-fluorophenyl)thiazol-2-yl)amino)-7-fluoro-2H-indazol-5-yl)piperazine-1-carboxylate